(diphenyltriazinyl)[(dimethylfluorenyl)dibenzothiopheneyl]benzene C1(=CC=CC=C1)C1=C(C(=NN=N1)C1=C(C=CC=C1)C1=C(C=CC=2SC3=C(C21)C=CC=C3)C3=C(C(=CC=2C1=CC=CC=C1CC32)C)C)C3=CC=CC=C3